COC(C(F)(F)C1=CC=C2C(=NN(C2=C1)CC1=C(C=CC=C1C)C#N)C)=O [1-(2-cyano-6-methylbenzyl)-3-methyl-1H-indazol-6-yl]difluoroacetic acid methyl ester